2-O-beta-D-glucopyranosyl-D-glucose [C@@H]1([C@H](O)[C@@H](O)[C@H](O)[C@H](O1)CO)O[C@@H](C=O)[C@@H](O)[C@H](O)[C@H](O)CO